(R)-2-methyl-1-tert-butoxycarbonyl-aziridine CC1[N@@](C1)C(=O)OC(C)(C)C